C[C@@H]1N(C2=CC=CC=C2[C@@H](C1)NC1=CC=C(C=C1)NC(=O)C=1N=COC1)C(CC)=O N-(4-(((2S,4R)-2-methyl-1-propionyl-1,2,3,4-tetrahydroquinolin-4-yl)amino)phenyl)oxazole-4-carboxamide